CC1C2=C(C(O1)=O)SC(=C2NC2=CC=C1C=CN(C1=C2)C2=CC=CC=C2)[N+](=O)[O-] 4-methyl-2-nitro-3-((1-phenyl-1H-indol-6-yl)amino)thieno[2,3-c]furan-6(4H)-one